FC1=C(CN2C(C3(CC2)CCN(CC3)C(=O)OC(C)(C)C)=O)C=C(C=C1)F tert-butyl 2-(2,5-difluorobenzyl)-1-oxo-2,8-diazaspiro[4.5]decane-8-carboxylate